4-bromo-5-[(1-methyl-4-piperidyl)amino]furo[2,3-c]pyridine-2-carbonitrile BrC1=C2C(=CN=C1NC1CCN(CC1)C)OC(=C2)C#N